C(C)(C)(C)[SiH](N)C(C)(C)C bistert-butyl-aminosilane